N-(4-(3-(quinazolin-2-ylamino)azetidine-1-carbonyl)phenyl)acrylamide N1=C(N=CC2=CC=CC=C12)NC1CN(C1)C(=O)C1=CC=C(C=C1)NC(C=C)=O